C1(CC1)C=1ON=C2C1[C@@H](CCC1=C2C2=C(N=CN=C2N)N1C1(CC1)C)OC (R)-3-Cyclopropyl-4-methoxy-7-(1-methylcyclopropyl)-4,5,6,7-tetrahydroisoxazolo[4'',3'':6',7']cyclohepta[1',2':4,5]pyrrolo[2,3-d]pyrimidin-11-amine